C1(=CC=CC=C1)S(=O)(=O)C1=CC=C(C=C1)OC1=CC=C(C=C1)S(=O)(=O)C1=CC=CC=C1 4-benzenesulfonylphenyl ether